(2S,4R)-N-[(S)-(4-cyclopropyl-3-fluorophenyl)(phenyl)methyl]-4-fluoro-1-[2-(1-methyl-2-oxo-2,3-dihydro-1H-indol-3-yl)acetyl]pyrrolidine-2-carboxamide C1(CC1)C1=C(C=C(C=C1)[C@@H](NC(=O)[C@H]1N(C[C@@H](C1)F)C(CC1C(N(C2=CC=CC=C12)C)=O)=O)C1=CC=CC=C1)F